ClC=1C=C(C=NC1OC)[C@@H]1[C@](C1)(C(=O)O[C@H]1C(OCC1(C)C)=O)C1=C(C=CC(=C1)C)OC (R)-4,4-dimethyl-2-oxotetrahydrofuran-3-yl (1S,2R)-2-(5-chloro-6-methoxypyridin-3-yl)-1-(2-methoxy-5-methylphenyl)cyclopropane-1-carboxylate